C(C1=CC=CC=C1)SC(N(C)C)=S Benzyl-N,N-dimethyldithiocarbamat